pyrazolo[1,5-a]pyridin-3-yl-methanone N1=CC(=C2N1C=CC=C2)C=O